2-(4-chloro-1-isopropyl-1H-pyrazol-5-yl)-4,5,6,7-tetrahydropyrazolo[1,5-a]pyrimidine ClC=1C=NN(C1C1=NN2C(NCCC2)=C1)C(C)C